O=C1NC(CC[C@@H]1N1CC2=CC=C(C(=C2C1=O)F)CNC(OC1CC(C1)N1N=CC(=C1C(F)(F)F)C)=O)=O (1s,3s)-3-(4-methyl-5-(trifluoromethyl)-1H-pyrazol-1-yl)cyclobutyl ((2-(2,6-dioxopiperidin-3-yl)-4-fluoro-3-oxoisoindolin-5-yl)methyl)carbamate